2-fluoro-3-methylpropanoate FC(C(=O)[O-])CC